C(#N)C1=CC=2N(N=C1)C(=CC2)C2=CC(=C(C=N2)C2=NN=C(S2)N2[C@H]1COC[C@@H]2CC(C1)NC(C)=O)NC(C)C N-((1R,5S,7r)-9-(5-(6-(3-cyanopyrrolo[1,2-b]pyridazin-7-yl)-4-(isopropylamino)pyridin-3-yl)-1,3,4-thiadiazol-2-yl)-3-oxa-9-azabicyclo[3.3.1]non-7-yl)acetamide